tert-butyl 6-chloro-8-(7-(difluoromethyl)-6-(1-methyl-1H-pyrazol-4-yl)-3,4-dihydroquinolin-1(2H)-yl)-3,4-dihydroisoquinoline-2(1H)-carboxylate ClC=1C=C2CCN(CC2=C(C1)N1CCCC2=CC(=C(C=C12)C(F)F)C=1C=NN(C1)C)C(=O)OC(C)(C)C